6-methoxy-N-(2-methoxyethyl)quinoline-8-carboxamide COC=1C=C2C=CC=NC2=C(C1)C(=O)NCCOC